C(C)(=O)C1=CC=C(C=C1)SC=1NC2=CC=CC=C2C1C[C@@H](C(=O)OC)N Methyl (S)-3-(2-((4-acetylphenyl)thio)-1H-indol-3-yl)-2-aminopropanoate